2-chloroprop-2-enenitrile ClC(C#N)=C